3-Fluoro-N-[1-(3-fluorophenyl)cyclopropyl]-p-hydroxybenzenepropanamide FC=1C=C(C=CC1O)CCC(=O)NC1(CC1)C1=CC(=CC=C1)F